ClC1=NC(=CC=C1S(=O)(=O)N1CC2(C1)CN(C2)C2CCOCC2)OC 2-((2-chloro-6-methoxypyridin-3-yl)sulfonyl)-6-(tetrahydro-2H-pyran-4-yl)-2,6-diazaspiro[3.3]heptane